NC=1C2=C(N=CN1)N(C=C2C2=CC(=C(C=C2)NC(=O)NC2=CC(=C(C=C2)CN2CCN(CC2)C)C(F)(F)F)F)C2CCN(CC2)C 1-(4-(4-amino-7-(1-methylpiperidin-4-yl)-7H-pyrrolo[2,3-d]pyrimidin-5-yl)-2-fluorophenyl)-3-(4-((4-methylpiperazin-1-yl)methyl)-3-(trifluoromethyl)phenyl)urea